tert-butyl (4R)-2-(6-((5-amino-7-(((S)-1-hydroxyhex-3-yl) amino)-1H-pyrazolo[4,3-d]pyrimidin-1-yl) methyl)-5-methoxypyridin-3-yl)-4-cyanopyrrolidine-1-carboxylate NC=1N=C(C2=C(N1)C=NN2CC2=C(C=C(C=N2)C2N(C[C@@H](C2)C#N)C(=O)OC(C)(C)C)OC)N[C@H](CCO)CCC